tert-butyl ((S*)-1-((1R,3s,5S)-6,6-difluorobicyclo[3.1.0]hexan-3-yl)-3-(dimethyl(oxo)-λ6-sulfaneylidene)-2-oxopropyl)carbamate FC1([C@H]2CC(C[C@@H]12)[C@@H](C(C=S(=O)(C)C)=O)NC(OC(C)(C)C)=O)F |o1:7|